3-methoxy-7-(2,5-dimethyl-1H-pyrrol-1-yl)-2,3,4,5-tetrahydrobenzo[b][1,4]oxazepine COC1CNC2=C(OC1)C=CC(=C2)N2C(=CC=C2C)C